BrC1=C2C=NN(C2=CC(=C1CCCCO)Cl)C1OCCCC1 4-(4-Bromo-6-chloro-1-(tetrahydro-2H-pyran-2-yl)-1H-indazol-5-yl)butan-1-ol